sodium tetra(pentafluoro propyl)borate FC(C[B-](CC(C(F)(F)F)(F)F)(CC(C(F)(F)F)(F)F)CC(C(F)(F)F)(F)F)(C(F)(F)F)F.[Na+]